1-methyl-5-(4,4,5,5-tetramethyl-1,3,2-dioxaborolan-2-yl)-1H-pyrazole tert-butyl-3-(3-bromo-1H-pyrazol-1-yl)azetidine-1-carboxylate C(C)(C)(C)OC(=O)N1CC(C1)N1N=C(C=C1)Br.CN1N=CC=C1B1OC(C(O1)(C)C)(C)C